C1=CC=CC2=CC3=CC=CC=C3C(=C12)C1=C(C(=CC=C1)C=1C2=CC=CC=C2C=C2C=CC=CC12)C=1C(=C(C(=CC1)OC)PC1=CC=CC(=C1S(=O)(=O)O)[Si](C)(C)C)OC 6-{[2,6-bis(9-anthracenyl)phenyl-(2,6-dimethoxyphenyl)]-phosphino}-2-trimethylsilyl-benzenesulphonic acid